N,N,N',N'-tetrakis(β-hydroxypropyl)adipamide OC(CN(C(CCCCC(=O)N(CC(C)O)CC(C)O)=O)CC(C)O)C